BrC=1C=CC(=C2C=CC(OC12)(C)C)C[C@@H](C(=O)OC)NC(C1=C(C=CC=C1Cl)Cl)=O methyl (S)-3-(8-bromo-2,2-dimethyl-2H-chromen-5-yl)-2-(2,6-dichlorobenzamido)propanoate